ClC1=C(C=C(C=C1)N1CC2(C=3C1=NC=C(N3)C(=O)N3C(CN(CC3)C3=CC=C(C=N3)CC(=O)O)(C)C)CCC2)F 2-(6-(4-(5'-(4-chloro-3-fluorophenyl)-5',6'-dihydrospiro[cyclobutane-1,7'-pyrrolo[2,3-b]pyrazine]-2'-carbonyl)-3,3-dimethylpiperazin-1-yl)pyridin-3-yl)acetic acid